10-((2-((Tert-butyldiphenylsilyl)oxy)ethyl)((9Z,12Z)-octadeca-9,12-dien-1-yl)amino)decyl 10-oxodecanoate O=CCCCCCCCCC(=O)OCCCCCCCCCCN(CCCCCCCC\C=C/C\C=C/CCCCC)CCO[Si](C1=CC=CC=C1)(C1=CC=CC=C1)C(C)(C)C